[(4-methoxyphenyl)methyl]-2',6-dimethyl-6'-(1-methyltriazol-4-yl)spiro[indoline-3,4'-piperidine]-2-one COC1=CC=C(C=C1)CN1C(CC2(CC1C=1N=NN(C1)C)C(NC1=CC(=CC=C12)C)=O)C